C(N)(=O)C=1C=C(C=CC1F)NC(=O)[C@H]1O[C@@]([C@H]([C@H]1C1=C(C(=C(C=C1)F)F)OC)C)(C(F)(F)F)C (2S,3S,4S,5S)-N-(3-Carbamoyl-4-fluoro-phenyl)-3-(3,4-Difluoro-2-methoxy-phenyl)-4,5-dimethyl-5-(trifluoromethyl)tetrahydrofuran-2-carboxamid